C(C)C(COP(=O)(OCC(CCCC)CC)C(C(=O)O)C)CCCC (di((2-ethylhexyl)oxy)phosphoryl)propanoic acid